N-(5-(4-(2,6-dichloro-3,5-dimethoxyphenyl)imidazo[1,2-a][1,6]naphthyridin-8-yl)-4-methoxy-2-(2-oxa-7-azaspiro[4.4]nonan-7-yl)phenyl)acrylamide ClC1=C(C(=C(C=C1OC)OC)Cl)C=1C=2N(C3=CC(=NC=C3C1)C=1C(=CC(=C(C1)NC(C=C)=O)N1CC3(CCOC3)CC1)OC)C=CN2